BrC1=CC2=C(C(=NO2)N2C(N3[C@H](C2)C[C@@H](C3)NS(=O)(=O)C)=O)C(=C1)C1=C(C=CC=C1F)F N-{(6S,7aS)-2-[6-bromo-4-(2,6-difluorophenyl)-1,2-benzoxazol-3-yl]-3-oxohexahydro-1H-pyrrolo[1,2-c]imidazol-6-yl}methanesulfonamide